BrC1=C(C(=CC(=C1)C(C(F)(F)F)(C(F)(F)F)F)C(F)(F)F)NC(C1=C(C(=CC=C1)N(C(C1=CC=CC=C1)=O)CC1CCC1)F)=O N-[2-bromo-4-(1,1,1,2,3,3,3-heptafluoropropan-2-yl)-6-trifluoromethylphenyl]-3-[N-(cyclobutylmethyl)benzamido]-2-fluorobenzamide